5-((2-(azetidin-1-yl)ethyl)amino)-6-(4-fluorophenylmethyl)-3-methylpyrazine-2-carbonitrile N1(CCC1)CCNC=1N=C(C(=NC1CC1=CC=C(C=C1)F)C#N)C